C[Si](CCOCN1C=NC2=C1C=CC(=C2)N)(C)C 1-((2-(trimethylsilyl)ethoxy)methyl)-1H-benzo[d]imidazol-5-amine